N(=[N+]=[N-])C1C(C(O)=O)(O)O[C@H]([C@@H]([C@H]1O)NC(C)=O)[C@H](O)[C@H](O)CO azido-N-acetylneuraminic acid